O1COCC1 1,3-dioxolane